(2-((tert-butyldimethylsilyl) oxy) ethyl) dibenzyl phosphate P(=O)(OCCO[Si](C)(C)C(C)(C)C)(OCC1=CC=CC=C1)OCC1=CC=CC=C1